C[N+]1(CCN(CC1)C2=CC=CC=C2)C.[I-] 1,1-dimethyl-4-phenylpiperazine iodide